OCCN(C(CCCCCCCCCCCCCCCCC)=O)CCO N,N-bis(2-hydroxylethyl)stearamide